FC=1C=C(C=CC1F)S(=O)(=O)NCC(C)N1CCC2=CC=CC=C12 3,4-DIFLUORO-N-(2-(INDOLIN-1-YL)PROPYL)BENZENESULFONAMIDE